O.NC=1C=C2N=C3C=CC(=CC3=C(C2=CC1)N)OCC 6,9-diamino-2-ethoxyacridine monohydrate